4,4'-dichlorodiphenyl sulfone C1=CC(=CC=C1S(=O)(=O)C2=CC=C(C=C2)Cl)Cl